FC1=C(C(=O)NC2=CC(=C(C=C2)C=2CCNCC2)F)C(=CC(=C1)C=1CCNCC1)C 2-fluoro-N-[3-fluoro-4-(1,2,3,6-tetrahydro-pyridin-4-yl)-phenyl]-6-methyl-4-(1,2,3,6-tetrahydro-pyridin-4-yl)-benzamide